1-[(1-ethyl-1H-imidazol-5-yl)methyl]-2-[(4-{1-[(4-fluorophenyl)methoxy]-1H-pyrazol-3-yl}piperidin-1-yl)methyl]-1H-benzimidazole-6-carboxylic acid, ammonium salt [NH4+].C(C)N1C=NC=C1CN1C(=NC2=C1C=C(C=C2)C(=O)[O-])CN2CCC(CC2)C2=NN(C=C2)OCC2=CC=C(C=C2)F